C(C)N1C(=NN=C1)S(=O)(=O)C 4-ethyl-3-(methylsulfonyl)-4H-1,2,4-triazole